CC1=C(C=CC(=C1)C)B(O)O 2,4-dimethylbenzeneboronic acid